BrC=1C=C(CN2C[C@H](CCC2)C)C=C(C1)CC (S)-1-(3-Bromo-5-ethylbenzyl)-3-methylpiperidine